ethyl 5-(4-chlorophenyl)oxazole-2-carboxylate ClC1=CC=C(C=C1)C1=CN=C(O1)C(=O)OCC